7-ethoxy-4-(1-methyl-3-phenyl-1H-pyrazol-4-yl)quinazolin C(C)OC1=CC=C2C(=NC=NC2=C1)C=1C(=NN(C1)C)C1=CC=CC=C1